C(N)(O[C@H]1[C@H]2CC[C@@H](C1)N2)=O ((1R,2R,4S)-7-azabicyclo[2.2.1]hept-2-yl) carbamate